ClC=1C(=CC2=C(N(C(N=C2N2[C@H](CNCC2)C)=O)C=2C(=NC(=CC2SC)C)C(C)C)N1)F (S)-7-chloro-6-fluoro-1-(2-isopropyl-6-methyl-4-(methylsulfanyl)pyridin-3-yl)-4-(2-methylpiperazin-1-yl)pyrido[2,3-d]pyrimidin-2(1H)-one